3-fluoro-5-(triazol-1-yl)-4-[2-[4-(trifluoromethyl)phenyl]cyclopropyl]pyridine FC=1C=NC=C(C1C1C(C1)C1=CC=C(C=C1)C(F)(F)F)N1N=NC=C1